(R)-3-[2-[3-[4-Amino-8-(cyclopropoxy)pyrido[3,2-d]pyrimidin-6-yl]phenyl]ethynyl]-3-hydroxy-1-methyl-pyrrolidin-2-one NC=1C2=C(N=CN1)C(=CC(=N2)C=2C=C(C=CC2)C#C[C@]2(C(N(CC2)C)=O)O)OC2CC2